2,4-di(2,4-xylyl)-6-(2-hydroxy-4-n-octyloxyphenyl)-1,3,5-triazine C1(=C(C=C(C=C1)C)C)C1=NC(=NC(=N1)C1=C(C=C(C=C1)C)C)C1=C(C=C(C=C1)OCCCCCCCC)O